FC(C(=O)O)(F)F.ClC1=CC=C(C[C@@H]2N(C[C@H]3N(C2)C[C@H](C3)O)C3CCN(CC3)C3=NC=CC=C3)C=C1 (3S,7S,8aS)-3-(4-chlorobenzyl)-2-(1-(pyridin-2-yl)piperidin-4-yl)octahydropyrrolo[1,2-a]pyrazin-7-ol 2,2,2-trifluoroacetate